CN1CCC(CC1)C(=O)OCCOCCOCCOCCOCCN(CCCCCCCC)C(C(COCCCCCCOC(C(CCCCCC)CCCC)=O)OCCCCCCOC(C(CCCCCC)CCCC)=O)=O 2-[2-[2-[2-[2-[2,3-bis[6-(2-butyloctanoyloxy) hexoxy]propanoyl-octyl-amino]ethoxy]ethoxy]ethoxy]ethoxy]ethyl 1-methylpiperidine-4-carboxylate